FC=1C=C(C=C2N=CC=NC12)CNC=1C=NC=CC1N1C[C@@H](CC1)NC (R)-N-((8-fluoroquinoxalin-6-yl)methyl)-4-(3-(methylamino)pyrrolidin-1-yl)pyridin-3-amine